nickel bis(triphenylphosphine) chloride [Cl-].C1(=CC=CC=C1)P(C1=CC=CC=C1)C1=CC=CC=C1.C1(=CC=CC=C1)P(C1=CC=CC=C1)C1=CC=CC=C1.[Ni+2].[Cl-]